4-(2-{5-[(3R,5R)-3-amino-5-fluoropiperidine-1-carbonyl]-7-methoxy-1-methyl-1H-1,3-benzodiazol-2-yl}-1-(cyclopropylmethyl)-1H-pyrrolo[2,3-b]pyridin-6-yl)-2-fluorophenol N[C@H]1CN(C[C@@H](C1)F)C(=O)C1=CC2=C(N(C(=N2)C2=CC=3C(=NC(=CC3)C3=CC(=C(C=C3)O)F)N2CC2CC2)C)C(=C1)OC